FC=1C(=CC=C2C(=CC(=NC12)C1=C(C=CC=C1)F)OC)C(=O)Cl 8-fluoro-2-(2-fluorophenyl)-4-methoxyquinoline-7-carbonyl chloride